4-chloro-3-(5,7-difluoro-4-oxo-6-(2-(trifluoromethyl)-1-((2-(trimethylsilyl)ethoxy)methyl)-1H-imidazol-4-yl)-1,4-dihydroquinolin-2-yl)benzonitrile ClC1=C(C=C(C#N)C=C1)C=1NC2=CC(=C(C(=C2C(C1)=O)F)C=1N=C(N(C1)COCC[Si](C)(C)C)C(F)(F)F)F